C(C)(=O)OCC1OC(OC2=C([N+](=CC=C21)[O-])C)CC (Acetoxymethyl)-2-ethyl-8-methyl-4H-[1,3]dioxino[4,5-c]pyridine N-oxide